ClC=1C(=C(C#N)C=C(C1)C(C)(C)C1=CC=C(C=C1)OCC=1C(=NC(=NC1)SC)N1CCC(CC1)C(OC)OC)OCCCl 3-chloro-2-(2-chloroethoxy)-5-[1-[4-[[4-[4-(dimethoxymethyl)-1-piperidyl]-2-methylsulfanyl-pyrimidin-5-yl]methoxy]phenyl]-1-methyl-ethyl]benzonitrile